disodium taurine NCCS(=O)(=O)O.[Na].[Na]